C(#C)C=1C(=CC=C2C=C(C=C(C12)C=1CCC=2C(=NC(=NC2C1)OC[C@H]1N(C[C@@H](C1)F)C)N1CC(CCCC1)NC(C=C)=O)O)F N-(1-(7-(8-ethynyl-7-fluoro-3-hydroxynaphthalen-1-yl)-2-(((2S,4R)-4-fluoro-1-methylpyrrolidin-2-yl)methoxy)-5,6-dihydroquinazolin-4-yl)azepan-3-yl)acrylamide